NC=1C(=C(C=C2C=C(N=CC12)NC(OC1CC(C1)C(F)F)=O)C1=C(C2=C(OCCN2)N=C1)C)F (1s,3s)-3-(difluoromethyl)cyclobutyl (8-amino-7-fluoro-6-(8-methyl-2,3-dihydro-1H-pyrido[2,3-b][1,4]oxazin-7-yl)isoquinolin-3-yl)carbamate